O[C@@H]1[C@@H](CC12CCN(CC2)C(CCOC)=O)[C@@H]2N1C(C3=CC=CC=C23)=CN=C1 1-((1R,2S)-1-hydroxy-2-((S)-5H-imidazo[5,1-a]isoindol-5-yl)-7-azaspiro[3.5]nonan-7-yl)-3-methoxypropan-1-one